C1(CCCCCC1)NC1=N\C(\C(N1C)=O)=C/C=1C=C2C=NNC2=CC1 (5Z)-2-(Cycloheptylamino)-5-(1H-indazol-5-ylmethylene)-3-methyl-imidazol-4-one